CN1C(=NC2=C1C=CC(=C2)C#N)NC=2SC1=C(N2)C=CC(=C1)OC(F)(F)F 1-Methyl-2-(6-trifluoromethoxy-benzothiazol-2-ylamino)-1H-benzoimidazole-5-carbonitrile